CC1(CC1)OC=1C=C2C(=NNC2=CC1)C1=CC(=NC=C1)N1CCC12CN(C2)CC2CCNCC2 5-(1-methylcyclopropoxy)-3-[2-[6-(4-piperidinylmethyl)-1,6-diazaspiro[3.3]hept-1-yl]-4-pyridinyl]-1H-indazole